C(C1=CC=CC=C1)OC(=O)N1CC(=CC1)C1=C(C=C(C=C1)F)O 3-(4-fluoro-2-hydroxyphenyl)-2,5-dihydro-1H-pyrrole-1-carboxylic acid benzyl ester